3-(1,4-dimethyl-1H-benzo[d][1,2,3]triazol-5-yl)-3-(3-(((R)-2-ethyl-2,3-dihydro-[1,4]oxazepino[6,7-H]quinolin-4(5H)-yl)methyl)-4-methylphenyl)-2,2-dimethylpropanoic acid methyl ester COC(C(C(C1=CC(=C(C=C1)C)CN1C[C@H](OC2=C(C=CC=3C=CC=NC23)C1)CC)C1=C(C2=C(N(N=N2)C)C=C1)C)(C)C)=O